C(CCCCCCCCCCCCCCC)CS(=O)(=O)O hexadecyl-methanesulfonic acid